3-(2-nitrophenylsulfonyl)acrylic acid (E)-methyl ester COC(\C=C\S(=O)(=O)C1=C(C=CC=C1)[N+](=O)[O-])=O